N-(3-sulfamoyl-phenyl)-5-(trifluoro-methyl)-pyridine-3-carboxamide S(N)(=O)(=O)C=1C=C(C=CC1)NC(=O)C=1C=NC=C(C1)C(F)(F)F